N-(2-((6-(2,6-dichloro-3,5-dimethoxyphenyl)-8-((2-hydroxyethyl)amino)pyrido[3,4-d]pyrimidin-2-yl)amino)-3-methylphenyl)acrylamide ClC1=C(C(=C(C=C1OC)OC)Cl)C1=CC2=C(N=C(N=C2)NC2=C(C=CC=C2C)NC(C=C)=O)C(=N1)NCCO